FC1=C(C=CC2=C1CNS2(=O)=O)NC2=NNC(=C2)[C@H]2C[C@H](CC2)N2N=CC=C(C2=O)C(C)C cis-2-(3-(3-((4-fluoro-1,1-dioxido-2,3-dihydrobenzo[d]isothiazol-5-yl)amino)-1H-pyrazol-5-yl)cyclopentyl)-4-isopropylpyridazin-3(2H)-one